2-(3-bromophenyl)-2-(hydroxymethyl)propane-1,3-diol BrC=1C=C(C=CC1)C(CO)(CO)CO